N-((3S)-7-(3,8-diazabicyclo[3.2.1]octan-3-yl)-5-fluorochroman-3-yl)-6-amino-2-methylthieno[2,3-d]thiazole-5-carboxamide C12CN(CC(CC1)N2)C2=CC(=C1C[C@@H](COC1=C2)NC(=O)C2=C(C1=C(N=C(S1)C)S2)N)F